BrC=1C(C(=C(NC1C)C)C(=O)O)=O 5-bromo-2,6-dimethyl-4-oxo-1,4-dihydropyridine-3-carboxylic acid